1-bromo-5-[(E)-2-ethoxyvinyl]-2,4-dimethyl-benzene BrC1=C(C=C(C(=C1)\C=C\OCC)C)C